FC(C=1C=NC(=NC1)N1CCNCC1)(F)F 4-[5-(trifluoromethyl)pyrimidin-2-yl]piperazin